FC(C)(F)C1=NC(=NC(=C1)C)N1CC2(C=3C=NC(=CC31)NC(C)=O)CC2 N-(1'-(4-(1,1-difluoroethyl)-6-methylpyrimidin-2-yl)-1',2'-dihydrospiro[cyclopropan-1,3'-pyrrolo[3,2-c]pyridin]-6'-yl)acetamide